ClP(C(C)CC)C(C)CC chloro(di-secbutyl)phosphine